C(C)(C)(C)OC(=O)N[C@H]1CN(CC1)C=1C=C(C(=O)NCC(=O)O)C=CC1NC(=O)C=1NC(=C(C1Cl)Cl)C (R)-(3-(3-((tert-butoxycarbonyl)amino)pyrrolidin-1-yl)-4-(3,4-dichloro-5-methyl-1H-pyrrole-2-carboxamido)benzoyl)glycine